ClC1=CC(=NC2=CC=NC=C12)C(F)(F)F 4-chloro-2-(trifluoromethyl)-1,6-naphthyridine